BrC1=CC=C(C=C1)N(C1=CC=C(C=C1)C1=CC2=CC=CC=C2C=C1)C1=CC=C(C=C1)C1=CC=CC2=CC=CC=C12 4-bromophenyl-(4-naphthalen-1-yl-phenyl)-(4-naphthalen-2-yl-phenyl)-amine